C(C)(C)(C)OC1=CC=C(C=C1)C(C(=O)O)N1C[C@@H](CC1)OCCCCC1=NC=2NCCCC2C=C1 2-(4-tert-Butoxyphenyl)-2-((R)-3-(4-(5,6,7,8-tetrahydro-1,8-naphthyridin-2-yl)butoxy)pyrrolidin-1-yl)acetic acid